O=C1C(=NN(C=C1C1=CC=C(C=C1)C)CC1CCOCC1)C(=O)O 4-oxo-1-((tetrahydro-2H-pyran-4-yl)methyl)-5-(p-tolyl)-1,4-dihydropyridazin-3-carboxylic acid